OC(CN1N=CC(=C1)C(=O)N[C@@H]1CCC2=CC(=CC=C12)C1=NOC(=N1)CC)CO 1-(2,3-dihydroxypropyl)-N-((R)-5-(5-ethyl-1,2,4-oxadiazol-3-yl)-2,3-dihydro-1H-inden-1-yl)-1H-pyrazole-4-carboxamide